(2S)-N-{(1S)-1-cyano-2-[(3S)-6,6-dimethyl-2-oxopiperidin-3-yl]ethyl}-4-methyl-2-(2-methyl-4-oxo-3,4-dihydro-5H-imidazo[4,5-c]pyridin-5-yl)pentanamide C(#N)[C@H](C[C@H]1C(NC(CC1)(C)C)=O)NC([C@H](CC(C)C)N1C(C2=C(C=C1)N=C(N2)C)=O)=O